NC1=C(C=CC=C1)NC12CN(CC(CC1)CC2)CCOC2=C(C=NN2C)C2=CC(=CN(C2=O)C)C(=O)OC methyl 5-[5-(2-{1-[(2-aminophenyl) amino]-3-azabicyclo[3.2.2]nonan-3-yl} ethoxy)-1-methylpyrazol-4-yl]-1-methyl-6-oxopyridine-3-carboxylate